2-methyl-2,4-pentanediol dimethacrylate C(C(=C)C)(=O)OC(C)(CC(C)OC(C(=C)C)=O)C